N1N=CC=2C1=NC(=NC2)N2CCN(CC2)C(CCCC2=NNC(C1=CC=CC=C21)=O)=O 4-(4-(4-(1H-pyrazolo[3,4-d]pyrimidin-6-yl)piperazin-1-yl)-4-oxobutyl)phthalazin-1(2H)-one